Octadecyl-methyl-benzoylmethyl-sulfonium C(CCCCCCCCCCCCCCCCC)C[S+](C(C1=CC=CC=C1)=O)C